FC1(CCN(CC1)CC(=O)NC1=C(SC=C1C)C(=O)OC)C methyl 3-(2-(4-fluoro-4-methylpiperidin-1-yl)acetamido)-4-methylthiophene-2-carboxylate